(S)-OXAZOLIDINE-4-CARBOXYLIC ACID O1CN[C@@H](C1)C(=O)O